OC1CCN(CC1)C(=O)C1CN(C1)C(=O)NC1=CC(=CC=C1)[C@H](C)SC1=NN=CN1C (S)-3-(4-hydroxypiperidine-1-carbonyl)-N-(3-(1-((4-methyl-4H-1,2,4-triazol-3-yl)thio)ethyl)phenyl)azetidine-1-carboxamide